BrCC=1C(=C2NC(C=3N(C2=CC1)N=CC3F)=O)F 7-(bromomethyl)-3,6-difluoropyrazolo[1,5-a]quinoxalin-4(5H)-one